COCC1=C2C=CC(=NC2=CC=C1)C(=O)OC methyl 5-(methoxymethyl)quinoline-2-carboxylate